N,N-dichloroethylamine ClN(Cl)CC